6,9-difluoro-l-1,17-dihydroxy-10,13,16-trimethyl-oxo-6,7,8,9,10,11,12,13,14,15,16,17-dodecahydro-3H-cyclopenta[a]phenanthrene-17-carboxylic acid FC1C2=CC(C=C(C2(C2(CCC3(C(C(CC3C2C1)C)(C(=O)O)O)C)F)C)O)=O